N-tetracosyl-acetamide C(CCCCCCCCCCCCCCCCCCCCCCC)NC(C)=O